BrC1C(=O)NC(C1)=O bromo-succinimide